10-(1-naphthyl)anthracene-9-boronic acid C1(=CC=CC2=CC=CC=C12)C1=C2C=CC=CC2=C(C2=CC=CC=C12)B(O)O